ClC=1C(=NC=CC1C1=C(C(=CC=C1)NC1=C(C(=CC=C1)C=O)F)Cl)C1=CC(=C(CN(C(OC(C)(C)C)=O)C[C@H]2NC(CC2)=O)C=C1)OC tert-Butyl (S)-(4-(3-chloro-4-(2-chloro-3-((2-fluoro-3-formylphenyl)amino)phenyl)pyridin-2-yl)-2-methoxybenzyl)((5-oxopyrrolidin-2-yl)methyl)carbamate